(2S,3R,4S)-2-[(2,2'-difluoro[1,1'-biphenyl]-3-yl)methyl]-4-fluoro-3-[(methanesulfonyl)-amino]-N,N-dimethylpyrrolidine-1-carboxamide FC1=C(C=CC=C1C[C@@H]1N(C[C@@H]([C@@H]1NS(=O)(=O)C)F)C(=O)N(C)C)C1=C(C=CC=C1)F